Racemic-3-(3-chloro-4-fluorophenyl)-1-(2-ethoxyethyl)-1-(1-(1-methoxyisoquinolin-4-yl)ethyl)urea ClC=1C=C(C=CC1F)NC(N([C@H](C)C1=CN=C(C2=CC=CC=C12)OC)CCOCC)=O |r|